NC1=NC(=C(C=O)C=C1)OC 6-amino-2-methoxynicotinaldehyde